N-(4-(4-((7-bromo-2-(2,6-dioxopiperidin-3-yl)-1-oxoisoindoline-5-yl)methyl)piperazine-1-yl)-3-(trifluoromethyl)phenyl)-3-(imidazo[1,2-b]pyridazin-3-ylethynyl)-4-methylbenzamide BrC=1C=C(C=C2CN(C(C12)=O)C1C(NC(CC1)=O)=O)CN1CCN(CC1)C1=C(C=C(C=C1)NC(C1=CC(=C(C=C1)C)C#CC1=CN=C2N1N=CC=C2)=O)C(F)(F)F